CS(=O)(=O)N1CCC(CC1)NC1=NC=C(C(=N1)C=1N=CN(C1)C=1C(=C(CN2CC(C2)O)C=CC1)C(F)(F)F)C(F)(F)F (3-(4-(2-((1-(methylsulfonyl)piperidin-4-yl)amino)-5-(trifluoromethyl)pyrimidin-4-yl)-1H-imidazol-1-yl)-2-(trifluoromethyl)benzyl)azetidin-3-ol